OCCS(=O)(=O)NC1=CC(=C(C(=O)NC=2C=NN3C2C=CC=C3)C=C1)N1CCC3(CC3)CC1 4-((2-hydroxyethyl)sulfonylamino)-N-(pyrazolo[1,5-a]pyridin-3-yl)-2-(6-azaspiro[2.5]oct-6-yl)benzamide